OC1=NC(=NC2=CC3=C(C=C12)O[C@@H](CC3)C(=O)N3CCCC3)C (S)-(4-Hydroxy-2-methyl-8,9-dihydro-7H-pyrano[2,3-g]quinazolin-7-yl)(pyrrolidin-1-yl)methanone